N1C=C(C=C1)CNC1=CC=C(C=C1)NC(CCCCCCCCC)=O N-(4-(((1H-Pyrrol-3-yl)methyl)amino)phenyl)decanamid